tert-Butyl 2-(11-chloro-7-methyl-2-oxo-7,8-dihydro-2H-[3]benzoxocino[5,6-c]pyridin-3(5H)-yl)-3-[(2R)-1,4-dioxan-2-yl]propanoate ClC=1C=CC2=C(C1)C=1C(=CN(C(C1)=O)C(C(=O)OC(C)(C)C)C[C@H]1OCCOC1)COC(C2)C